(4-(3-(4-((1-(2-(4-(2-(2,6-dioxopiperidin-3-yl)-1-oxoisoindolin-5-yl)piperidin-1-yl)ethyl)piperidin-4-yl)methoxy)phenoxy)-6-hydroxybenzo[b]thiophen-2-yl)phenyl)boronic acid O=C1NC(CCC1N1C(C2=CC=C(C=C2C1)C1CCN(CC1)CCN1CCC(CC1)COC1=CC=C(OC=2C3=C(SC2C2=CC=C(C=C2)B(O)O)C=C(C=C3)O)C=C1)=O)=O